terephthalic acid-beta-hydroxyethyl ester OCCOC(C1=CC=C(C(=O)O)C=C1)=O